C(C#CC#CCCCCCC)(=O)O undecadiynoic acid